3-ethoxy-N,N-dimethylpropionamide C(C)OCCC(=O)N(C)C